N-heptadecyl-alpha-heptadecyl-nitrone ethyl-6-cyclopropyl-[1,2,4]triazolo[1,5-b]pyridazine-2-carboxylate C(C)OC(=O)C1=NN2N=C(C=CC2=N1)C1CC1.C(CCCCCCCCCCCCCCCC)[N+](=CCCCCCCCCCCCCCCCCC)[O-]